CC(CC)(CCCC(C)C)O.[Na] sodium 3,7-dimethyloctan-3-ol